(2S,5R)-N-{[(2S,4R)-4-(1H-imidazol-1-ylmethyl)-pyrrolidin-2-yl]methyloxy}-7-oxo-6-(sulfooxy)-1,6-diazabicyclo[3.2.1]octane-2-carboxamide N1(C=NC=C1)C[C@@H]1C[C@H](NC1)CONC(=O)[C@H]1N2C(N([C@H](CC1)C2)OS(=O)(=O)O)=O